FC(CN1C(=NC2=C1C=C(C=C2F)C2=CNC=1N=C(N=C(C12)OC)NC1CC(C1)(O)C)C)F (1r,3r)-3-((5-(1-(2,2-difluoroethyl)-4-fluoro-2-methyl-1H-benzo[d]imidazol-6-yl)-4-methoxy-7H-pyrrolo[2,3-d]pyrimidin-2-yl)amino)-1-methylcyclobutan-1-ol